COC1=CC=C(C=C1)C(N1CN=C2C=CC(=CC2=C1)C)C1=CC=C(C=C1)OC 3-(bis(4-methoxyphenyl)methyl)-6-methylquinazolin